N1C=CC=2C(NCCC21)=O 1H,5H,6H,7H-pyrrolo[3,2-c]Pyridin-4-one